C(C)(C)NC=1C=C2CC(CNC2=C(C1)C)(C)C N-isopropyl-3,3,8-trimethyl-1,2,3,4-tetrahydroquinolin-6-amine